phenyl-thallium C1(=CC=CC=C1)[Tl]